(S)-N-(1-((3-chloropyridin-2-yl)oxy)propan-2-yl)-5-chloro-2,6-dimethylpyrimidin-4-amine ClC=1C(=NC=CC1)OC[C@H](C)NC1=NC(=NC(=C1Cl)C)C